ethyl 3-((tert-butyldimethylsilyl) oxy)-6-fluoro-1,1-dimethyl-1H-indene-5-carboxylate [Si](C)(C)(C(C)(C)C)OC1=CC(C2=CC(=C(C=C12)C(=O)OCC)F)(C)C